N-(3-(4-aminophenyl)-1-methyl-1H-pyrazol-5-yl)-4-(4-(prop-2-yn-1-yloxy)benzoyl)benzamide NC1=CC=C(C=C1)C1=NN(C(=C1)NC(C1=CC=C(C=C1)C(C1=CC=C(C=C1)OCC#C)=O)=O)C